3-Methoxy-4-(3-hydroxypropoxy)benzaldehyd COC=1C=C(C=O)C=CC1OCCCO